tributyl-(2,2-diethoxyethyl)-phosphonium bromide [Br-].C(CCC)[P+](CC(OCC)OCC)(CCCC)CCCC